(2s,3s)-2-{(R)-2,5-dioxo-4-[4-(2-oxo-2-pyrrolidin-1-yl-ethoxy)-phenyl]-imidazolin-1-yl}-N-(2-fluoro-4-iodo-phenyl)-3-phenyl-butyramide O=C1N(C([C@H](N1)C1=CC=C(C=C1)OCC(N1CCCC1)=O)=O)[C@H](C(=O)NC1=C(C=C(C=C1)I)F)[C@@H](C)C1=CC=CC=C1